1-[4-(1,3-benzothiazol-2-yloxy)-3-methoxyphenyl]pentan-3-one S1C(=NC2=C1C=CC=C2)OC2=C(C=C(C=C2)CCC(CC)=O)OC